2-(5-{2-[1-(2-amino-6-bromo-1,3-benzodiazol-1-yl)-3-azabicyclo[3.2.2]nonan-3-yl]ethoxy}-1-methylpyrazol-4-yl)-6-methylpyridine-4-carboxylic acid NC1=NC2=C(N1C13CN(CC(CC1)CC3)CCOC3=C(C=NN3C)C3=NC(=CC(=C3)C(=O)O)C)C=C(C=C2)Br